1-(3-difluoromethyl-cyclobutyl)-3-[1-(3-trifluoromethyl-phenyl)-ethyl]-urea FC(C1CC(C1)NC(=O)NC(C)C1=CC(=CC=C1)C(F)(F)F)F